C(C)(C)(C)OC(=O)NC(C)C1(CCN(CC1)C=1C(=NC(=C(N1)C)C1=C(C(=NC=C1)Cl)Cl)C(=O)OCC)C ethyl 3-(4-(1-((tert-butoxycarbonyl) amino) ethyl)-4-methylpiperidin-1-yl)-6-(2,3-dichloropyridin-4-yl)-5-methylpyrazine-2-carboxylate